C(C)S(=O)(=O)N1CCC(CC1)NC1=NC=C(C(=N1)C=1C=NN(C1)CC(C)(O)C)C(F)(F)F 1-(4-(2-((1-(Ethylsulfonyl)piperidin-4-yl)amino)-5-(trifluoromethyl)pyrimidin-4-yl)-1H-pyrazol-1-yl)-2-methylpropan-2-ol